ClC=1C=CC(=C(C=O)C1)OCC 5-chloro-2-ethoxybenzaldehyde